2-[2-(2,6-dimethyl-4-pyridyl)-3-methyl-1H-indol-6-yl]-5-(4-piperidyl)-1,3,4-oxadiazole CC1=NC(=CC(=C1)C=1NC2=CC(=CC=C2C1C)C=1OC(=NN1)C1CCNCC1)C